3-amino-5,6,7,8-tetrahydroquinolin-6-ol NC=1C=NC=2CCC(CC2C1)O